ethyl 2-(6-oxo-4-phenoxy-3-(prop-1-en-2-yl)pyridazin-1(6H)-yl)acetate O=C1C=C(C(=NN1CC(=O)OCC)C(=C)C)OC1=CC=CC=C1